tert-butyl (S)-2-azido-3-(dibenzylamino)propanoate N(=[N+]=[N-])[C@H](C(=O)OC(C)(C)C)CN(CC1=CC=CC=C1)CC1=CC=CC=C1